ClC=1C=C(C=C(C1O)Cl)N1N=C(C(NC1=C=O)=C=O)C#N 2-(3,5-dichloro-4-hydroxyphenyl)-3,5-dicarbonyl-1,2,4-triazine-6-carbonitrile